N,1,5-trimethyl-N-[6-[4-(1H-pyrazol-4-yl)-1H-indazol-7-yl]pyridazin-3-yl]-8-azabicyclo[3.2.1]octan-3-amine CN(C1CC2(CCC(C1)(N2)C)C)C=2N=NC(=CC2)C=2C=CC(=C1C=NNC21)C=2C=NNC2